C1(=CC=CC2=C(C=CC=C12)N=NC1=CC=CC2=CC=CC=C12)N=NC1=CC=CC2=CC=CC=C12 4,4'-naphthalene-1,5-diylbis(diazene-2,1-diyl)dinaphthalen